(2S)-3-(4-chlorophenyl)-2-(9H-fluoren-9-yl-methoxycarbonyl-amino)propanoic acid ClC1=CC=C(C=C1)C[C@@H](C(=O)O)N(C(=O)OC)C1C2=CC=CC=C2C=2C=CC=CC12